(2-methoxy-6-(pyrazolo[1,5-b]pyridazin-3-yl)pyridin-3-yl)-5-methyl-3-phenylisoxazole-4-carboxamide COC1=NC(=CC=C1NC(=O)C=1C(=NOC1C)C1=CC=CC=C1)C=1C=NN2N=CC=CC21